Mesyl Phosphoramidate P(OS(=O)(=O)C)([O-])(=O)N